O=C([C@H](C1=CC=CC=C1)N1C(CCC1=O)=O)N1CCN(CC1)C1=CC(=CC=C1)C(F)(F)F (S)-1-(2-Oxo-1-Phenyl-2-(4-(3-(Trifluoromethyl)Phenyl)Piperazin-1-yl)Ethyl)Pyrrolidine-2,5-Dione